ClC1=C(C=C2C=C(N=CC2=C1)NC(=O)C1C(C1)C(C)(C)O)C1CCN(CC1)C1(COCC1)C Rac-N-(7-chloro-6-(1-(3-methyltetrahydrofuran-3-yl)piperidin-4-yl)isoquinolin-3-yl)-2-(2-hydroxypropan-2-yl)cyclopropane-1-carboxamide